3,5-di-tert-butyl-4-hydroxybenzoic acid octadecyl ester C(CCCCCCCCCCCCCCCCC)OC(C1=CC(=C(C(=C1)C(C)(C)C)O)C(C)(C)C)=O